FC(C(=O)O)(F)F.[C@@H]1(CCC2=CC=CC=C12)C(CC(=O)O)C=O 3-((R)-2,3-dihydro-1H-inden-1-yl)-4-oxobutanoic acid trifluoroacetate